2-(3-((8-(2-(3-fluorobenzylidene)hydrazineyl)pyrimido[5,4-d]pyrimidin-4-yl)amino)phenoxy)ethan-1-ol FC=1C=C(C=NNC2=NC=NC3=C2N=CN=C3NC=3C=C(OCCO)C=CC3)C=CC1